(Adamantan-1-yl)-2-Oxo-1,2-Dihydropyrimidine-4-Carboxamide C12(CC3CC(CC(C1)C3)C2)N2C(N=C(C=C2)C(=O)N)=O